C(C)N(CC)CC(=O)O 2-(N,N-diethylamino)acetic acid